1-[(2-hydroxynaphthalen-1-yl)(4-methoxyphenyl)methyl]naphthalen-2-ol OC1=C(C2=CC=CC=C2C=C1)C(C1=C(C=CC2=CC=CC=C12)O)C1=CC=C(C=C1)OC